Dodecyl (acrylate) C(C=C)(=O)OCCCCCCCCCCCC